2-(4-chloro-3-pyridinyl)-1-pyrrolidin-1-yl-ethanone ClC1=C(C=NC=C1)CC(=O)N1CCCC1